OCCCC1=CC=C(C=O)O1 5-hydroxypropylfurfural